5-(4-(2,2-diethoxyethyl)piperazin-1-yl)-2-(2,6-dioxopiperidin-3-yl)isoindoline-1,3-dione C(C)OC(CN1CCN(CC1)C=1C=C2C(N(C(C2=CC1)=O)C1C(NC(CC1)=O)=O)=O)OCC